4-(2-(2,4-difluorophenoxy)-5-(ethylsulfonylamino)phenyl)-2,6-lutidine 1-oxide FC1=C(OC2=C(C=C(C=C2)NS(=O)(=O)CC)C=2C=C([N+](=C(C2)C)[O-])C)C=CC(=C1)F